3-methyl-5-(4,4,5,5-tetramethyl-1,3,2-dioxaborinane-2-yl)-1H-pyrrolo[2,3-b]pyridine CC1=CNC2=NC=C(C=C21)B2OCC(C(O2)(C)C)(C)C